CON1N=CC=C1 N-methoxy-1H-pyrazole